N1=CC=C(C=C1)C=1N=CSC1 4-(pyridin-4-yl)thiazol